[1-(propan-2-yl)piperidin-3-yl]methyl N-[(1S)-5-hydroxy-1-{[(1S,2R)-2-methyl-1-(methylcarbamoyl)butyl]carbamoyl}pentyl]carbamate OCCCC[C@@H](C(N[C@@H]([C@@H](CC)C)C(NC)=O)=O)NC(OCC1CN(CCC1)C(C)C)=O